tert-butyl (4'-(hept-6-yn-1-yloxy)[1,1'-biphenyl]-4-yl)carbamate C(CCCCC#C)OC1=CC=C(C=C1)C1=CC=C(C=C1)NC(OC(C)(C)C)=O